FC=1C=C(C=CC1C)[C@]1(CN(CC1)C(=O)NC1=C(C=CC(=C1)C(F)(F)F)OC)C1=NC=NS1 (R)-3-(3-fluoro-4-methylphenyl)-N-(2-methoxy-5-(trifluoromethyl)phenyl)-3-(1,2,4-thiadiazol-5-yl)pyrrolidine-1-carboxamide